O1CCC(C2=CC=CC=C12)C=1SC=C(N1)COC1=CC(=CC2=C1C=C(O2)C=2N=C1SC(=NN1C2)OC)OC 6-(4-((2-(Chroman-4-yl)thiazol-4-yl)methoxy)-6-methoxybenzofuran-2-yl)-2-methoxyimidazo[2,1-b][1,3,4]thiadiazole